C(C=C)[Si](N(C(CF)=O)C)(C)C N-(allyldimethylsilyl)-N-methylfluoroacetamide